Cl.O1C=C(C=C1)C=CC(=O)NC 3-(3-furyl)-N-methylacrylamide hydrochloride